CC=1NC2=C(C=C(C=C2C1C(C)=O)C=1C=NC=CC1)N1CCCC1 1-(2-methyl-5-(pyridin-3-yl)-7-(pyrrolidin-1-yl)-1H-indol-3-yl)ethan-1-one